3-ETHYL-4-METHYLPENTANOIC ACID C(C)C(CC(=O)O)C(C)C